C1(CC1)S(=O)(=O)N1N=CC(=C1)C1=NC=CC(=N1)C1(NC=C(C(=C1)NCC1CC(C1)CN(C)C)C1=NN(C=C1)C(F)F)N 2-(2-(1-(Cyclopropylsulfonyl)-1H-pyrazol-4-yl)pyrimidin-4-yl)-5-(1-(difluoromethyl)-1H-pyrazol-3-yl)-N4-(((1r,3r)-3-((dimethylamino)methyl)cyclobutyl)methyl)pyridine-2,4-diamine